1-(2-mercaptoethyl)-1-(9-aminononyl)piperidinium bromide [Br-].SCC[N+]1(CCCCC1)CCCCCCCCCN